ClC1=CC(=C(C=C1)NC(OC(C)(C)C)=O)CNC1CC1 tert-butyl (4-chloro-2-((cyclopropylamino)methyl)-phenyl)carbamate